(2R)-oxiran O1CC1